C(C)(C)(C)C1=CC=C(C=C1)CC(CN1C[C@@H](O[C@@H](C1)C)C)C (2S,6R)-4-[3-(4-tert-butylphenyl)-2-methylpropyl]-2,6-dimethyl-morpholine